methyl (2S)-2-[[(2S)-3-cyclopropyl-2-[(4,7-dichloro-1H-indole-2-carbonyl)amino]propanoyl] amino]-3-[(3S)-2-oxopyrrolidin-3-yl]propanoate C1(CC1)C[C@@H](C(=O)N[C@H](C(=O)OC)C[C@H]1C(NCC1)=O)NC(=O)C=1NC2=C(C=CC(=C2C1)Cl)Cl